OC1(CCN(CC1)C(CC(C)C1=CC=CC=C1)=O)CN1C=NC=2C(C1=O)=NN(C2C2=CC=C(CNCC(=O)NCCCCCCCCNC(C1=CC=CC=C1)=O)C=C2)C N-(8-(2-((4-(6-((4-hydroxy-1-(3-phenylbutanoyl)piperidin-4-yl)methyl)-2-methyl-7-oxo-6,7-dihydro-2H-pyrazolo[4,3-d]pyrimidin-3-yl)benzyl)amino)acetamido)octyl)benzamide